C(=O)=C([C@H](CC1CCCCC1)NC(=O)C1=NC2=CC=CC=C2C=C1)N[C@H](C=C=O)C[C@H]1C(NCC1)=C=O N-{(S)-1-carbonyl-1-{{(S)-1-carbonyl-3-[(S)-2-carbonylpyrrolidin-3-yl]propan-2-yl}amino}-3-cyclohexylpropan-2-yl}-quinoline-2-carboxamide